sulfanoyl fluoride S(=O)F